2-carbonyl-tetrahydrofurane C(=O)=C1OCCC1